NC1=CC(=C(C(=O)OC)C=C1[N+](=O)[O-])F methyl 4-amino-2-fluoro-5-nitro-benzoate